COC(C1=CC=C(C=C1)[C@H](C)NC(=O)C1CCC(C1)C=1C=NC(=CC1)OCCC1CCCCC1)=O Methyl-4-[(1S)-1-[[4-[6-(2-cyclohexylethoxy)-3-pyridyl]cyclopentane carbonyl]amino]ethyl]benzoate